BrC1=CN(C=2N=C(N=CC21)NC2CCC(CC2)N(C)C)C (1r,4r)-N1-(5-bromo-7-methyl-7H-pyrrolo[2,3-d]pyrimidin-2-yl)-N4,N4-dimethylcyclohexane-1,4-diamine